COC(C1=C(C=CC(=C1)O)O)=O.COC1=CC=C(CN(S(=O)(=O)C=2C3=CN(N=C3C=C(C2)NC(CC2=C(C=CC=C2)Cl)=O)CCO)CC2=CC=C(C=C2)OC)C=C1 N-(4-(N,N-bis-(4-methoxybenzyl)sulfamoyl)-2-(2-hydroxyethyl)-2H-indazol-6-yl)-2-(2-chlorophenyl)acetamide Methyl-2,5-dihydroxybenzoate